C1(CC1)COC1=CC=C(C=N1)NC=1C2=C(N=CN1)C=CC(=N2)N2CC1(CCN1C(C=C)=O)C2 1-(6-(4-((6-(cyclopropylmethoxy)pyridin-3-yl)amino)pyrido[3,2-d]pyrimidin-6-yl)-1,6-diazaspiro[3.3]heptan-1-yl)prop-2-en-1-one